C(=O)O.N[C@H](CC1=C(C2=NC(=CC(=C2S1)NCC=1SC=CC1)C#N)Cl)C 2-[(2S)-2-aminopropyl]-3-chloro-7-{[(thiophen-2-yl)methyl]amino}thieno[3,2-b]pyridine-5-carbonitrile formate salt